C(C)OC1=CC=C(C=N1)C1=CC=C(CN2C=CC=3C(=NC=C(C32)C(=O)NC3CC2(CCC2)C3)OC)C=C1 (Sa)-6-(1-(4-(6-Ethoxypyridin-3-yl)benzyl)-4-methoxy-1H-pyrrolo[3,2-c]pyridin-7-carboxamido)spiro[3.3]heptan